cyclopropylquinazolin-4-amine C1(CC1)C1=NC2=CC=CC=C2C(=N1)N